3-Fluoro-4-[4-(4-fluoro-phenyl)-5-methoxy-pyrimidin-2-ylamino]-N-(2-methyl-5-piperazin-1-ylmethyl-phenyl)-benzamide FC=1C=C(C(=O)NC2=C(C=CC(=C2)CN2CCNCC2)C)C=CC1NC1=NC=C(C(=N1)C1=CC=C(C=C1)F)OC